COC1=C(C(=CC2=C(N(N=C12)C)C)C(F)(F)F)C1=CC=CN2C=CC=C12 8-(7-methoxy-2,3-dimethyl-5-(trifluoromethyl)-2H-indazol-6-yl)indolizine